(butane-1,4-diylbis((3-amino-2-hydroxypropyl)azanediyl))bis(hexane-6,1-diyl) bis(2-hexyldecanoate) C(CCCCC)C(C(=O)OCCCCCCN(CCCCN(CC(CN)O)CCCCCCOC(C(CCCCCCCC)CCCCCC)=O)CC(CN)O)CCCCCCCC